BrC=1C=C(C=CC1F)CC(=O)N1CCN(CC1)C=1C=CC=2N(N1)C=NN2 2-(3-bromo-4-fluorophenyl)-1-(4-{[1,2,4]triazolo[4,3-b]pyridazin-6-yl}piperazin-1-yl)ethan-1-one